C(C)OC=1C=C(C=2N(C1)N=CC2C#N)C=2C=NC(=CC2)N2C[C@@]1(CC2)CN(CCC1)CC (S)-6-ethoxy-4-(6-(7-ethyl-2,7-diazaspiro[4.5]dec-2-yl)pyridin-3-yl)pyrazolo[1,5-a]pyridine-3-carbonitrile